tert-butyl (2S)-2-({[7-(5-tert-butylthiophen-2-yl)quinolin-5-yl]oxy}methyl)morpholine-4-carboxylate C(C)(C)(C)C1=CC=C(S1)C1=CC(=C2C=CC=NC2=C1)OC[C@@H]1CN(CCO1)C(=O)OC(C)(C)C